9-methyl-3,4,7,15-tetraazatricyclo[12.3.1.02,6]Octadeca-1(18),2(6),4,14,16-pentaen-8-one monotrifluoroacetate FC(C(=O)O)(F)F.CC1C(NC=2C=NNC2C=2C=CN=C(CCCC1)C2)=O